OC1(CC(C1)C(=O)N1CC2(C1)CC(C2)OC2=CC(=C(C=C2)C)C(F)(F)F)C ((1s,3s)-3-Hydroxy-3-methylcyclobutyl)(6-(4-methyl-3-(trifluoromethyl)phenoxy)-2-azaspiro[3.3]heptan-2-yl)methanone